FC=1C=C(C=C(C1)F)C#CC=1C=C2C(=NNC2=CC1)C=CC1=NC=CC=C1 5-((3,5-difluorophenyl)ethynyl)-3-(2-(pyridin-2-yl)vinyl)-1H-indazole